lead format C(=O)[O-].[Pb+2].C(=O)[O-]